BrC=1C(=C(OC[C@H](CCC(N)=O)NC(OC(C)(C)C)=O)C=C(C1)C)F Tert-butyl N-[(2S)-1-(3-bromo-2-fluoro-5-methylphenoxy)-4-carbamoylbutan-2-yl]carbamate